NC=1C=2N(C=CN1)C(=NC2C2=CC=C(C=C2)CNC(C2=C(C=CC(=C2)F)OC)=O)C2=CC=C(C=C2)N2CCN(CC2)C(=O)OC(C)(C)C tert-butyl 4-(4-(8-amino-1-(4-((5-fluoro-2-methoxybenzamido)methyl)phenyl)imidazo[1,5-a]pyrazin-3-yl)phenyl)piperazine-1-carboxylate